methyl 4,6-dichloro-5-fluoro-1H-indole-2-carboxylate ClC1=C2C=C(NC2=CC(=C1F)Cl)C(=O)OC